cinnamyl-[5-(2,6-diisopropoxyphenyl)-2-(2,6-diisopropylphenyl)imidazo[1,5-a]pyridin-3-ylidene]chloropalladium(II) C(C=CC1=CC=CC=C1)[Pd-2](Cl)=C1N(C=C2N1C(=CC=C2)C2=C(C=CC=C2OC(C)C)OC(C)C)C2=C(C=CC=C2C(C)C)C(C)C